BrC1=CC(=C2CC(N(CC2=C1)C(=O)OC(C)(C)C)CC)F tert-butyl 7-bromo-3-ethyl-5-fluoro-3,4-dihydroisoquinoline-2(1H)-carboxylate